6-methyl-4-(prop-1-en-2-yl)-1-tosyl-1,6-dihydro-7H-pyrrolo[2,3-c]pyridin-7-one CN1C(C2=C(C(=C1)C(=C)C)C=CN2S(=O)(=O)C2=CC=C(C)C=C2)=O